2,3,5,6-tetrafluoro-4-trifluoromethylaniline FC1=C(N)C(=C(C(=C1F)C(F)(F)F)F)F